ClC1=CN(C2=NC=CC(=C21)OC2=C(C=C(C=C2F)NC(=S)NCC(COC(C)C)(C)CO)F)COCC[Si](C)(C)C N-{4-[(3-chloro-1-{[2-(trimethylsilyl)ethoxy]methyl}-1H-pyrrolo[2,3-b]pyridin-4-yl)oxy]-3,5-difluorophenyl}-N'-{2-(hydroxymethyl)-2-methyl-3-[(propan-2-yl)oxy]propyl}thiourea